FC1(CC(C1)CC(=O)NC1=C(C(=C(C=C1C)N1CC=2N(CC1)N=C(C2)C(F)(F)F)F)C)F 2-(3,3-difluorocyclobutyl)-N-(3-fluoro-2,6-dimethyl-4-(2-(trifluoromethyl)-6,7-dihydropyrazolo[1,5-a]pyrazin-5(4H)-yl)phenyl)acetamide